(S)-3-((R*)-1-(tert-butoxycarbonyl)-5,5-dimethyl-2-oxopyrrolidin-3-yl)-2-((tert-butoxycarbonyl)amino)propanoic acid C(C)(C)(C)OC(=O)N1C([C@@H](CC1(C)C)C[C@@H](C(=O)O)NC(=O)OC(C)(C)C)=O |o1:9|